methyl 2-(1-ethyl-piperazin-2-yl)acetate C(C)N1C(CNCC1)CC(=O)OC